6-[6-methoxy-5-({[2-(trifluoro-methoxy)phenyl]methyl}-carbamoyl)pyridin-3-yl]-N-[(1r,4r)-4-hydroxycyclohexyl]-1H-indazole-3-carboxamide COC1=C(C=C(C=N1)C1=CC=C2C(=NNC2=C1)C(=O)NC1CCC(CC1)O)C(NCC1=C(C=CC=C1)OC(F)(F)F)=O